Cl.N(=NC(C)(C)C(N)=N)C(C)(C)C(N)=N 2,2'-azobis-(2-amidinopropane) hydrochloride